ClC1=NC(=NC(=N1)Cl)C1=C(C(=C(C(=C1[2H])[2H])[2H])[2H])[2H] 2,4-dichloro-6-(phenyl-d5)-1,3,5-triazine